OC(C1(CC1)C(=O)N)C1N2C(C3=CC=CC=C13)=CN=C2 1-(hydroxy(5H-imidazo[5,1-a]isoindol-5-yl)methyl)cyclopropane-1-carboxamide